2-(2-(4-amino-2,3-dimethyl-5,6,7,8,9,10-hexahydro-1H-cycloocta[b]pyrrolo[3,2-e]pyridin-1-yl)acetamido)-N-(benzo[d][1,3]dioxol-5-yl)-N-methyl-3-phenylpropan-amide NC1=C2C(=NC3=C1C(=C(N3CC(=O)NC(C(=O)N(C)C3=CC1=C(OCO1)C=C3)CC3=CC=CC=C3)C)C)CCCCCC2